HexylAmine C(CCCCC)N